CN1C(=NC2=C(C=C(C=C2C1=O)C)[C@@H](C)NC1=C(C(=O)O)C=C(C=C1)F)[C@@H]1COCC1 2-(((R)-1-(3,6-dimethyl-4-oxo-2-((R)-tetrahydrofuran-3-yl)-3,4-dihydroquinazolin-8-yl)ethyl)amino)-5-fluorobenzoic acid